C(CCCCC)(=O)OC(C)CC=C allyl-2-ethyl hexanoate